1-Tert-butyl 3-(1-(cyclopropylmethyl)-5-(1-ethyl-1,4,5,6-tetrahydropyrrolo[3,4-c]pyrazole-5-carbonyl)-7-(1-ethyl-1H-pyrazol-5-yl)-1H-indol-2-yl)-5,6-dihydropyridine-1(2H)-carboxylate C1(CC1)CN1C(=CC2=CC(=CC(=C12)C1=CC=NN1CC)C(=O)N1CC=2N(N=CC2C1)CC)C=1CN(CCC1)C(=O)OC(C)(C)C